(R)-8-(4-((tert-butyldiphenylsilyl)oxy)butan-2-yl)-2,4-dichloro-7,8-dihydro-6H-pyrimido[5,4-b][1,4]oxazine [Si](C1=CC=CC=C1)(C1=CC=CC=C1)(C(C)(C)C)OCC[C@@H](C)N1C2=C(OCC1)C(=NC(=N2)Cl)Cl